FC1=CC=C(C(=O)N[C@H](C(=O)NC2=CC=C(C=C2)S(=O)(=O)Cl)CC2=CC=CC=C2)C=C1 (S)-4-(2-(4-fluorobenzamido)-3-phenylpropionamido)benzene-1-sulfonyl chloride